Cl.O1COC2=C1C=CC(=C2)C2=C(NC(=N2)C(C)(C)C)C2=NC(=CC=C2)C 2-(5-benzo[1,3]dioxol-5-yl-2-tert-butyl-3H-Imidazol-4-yl)-6-picoline hydrochloride